N-(5-(((2S,4R)-4-((6-(3,3-difluoroazetidin-1-yl)pyrimidin-4-yl)oxy)-2-methylpyrrolidin-1-yl)methyl)-4-fluorothiazol-2-yl)acetamide FC1(CN(C1)C1=CC(=NC=N1)O[C@@H]1C[C@@H](N(C1)CC1=C(N=C(S1)NC(C)=O)F)C)F